bis{γ-(trimethoxysilyl)propyl}amine CO[Si](CCCNCCC[Si](OC)(OC)OC)(OC)OC